FC=1C=CC(=C(C1)C(C(=O)O)N1CC(C1)OCCCCCC1NC2=NC=CC=C2CC1)C1OCCC1 2-(5-fluoro-2-(tetrahydrofuran-2-yl)phenyl)-2-(3-((5-(1,2,3,4-tetrahydro-1,8-naphthyridin-2-yl)pentyl)oxy)azetidin-1-yl)acetic acid